1-(5-((4-(3-methylthiophene-2-yl)-3,6-dihydropyridin-1(2H)-yl)methyl)-1-oxoisoindolin-2-yl)dihydropyrimidine-2,4(1H,3H)-dione CC1=C(SC=C1)C=1CCN(CC1)CC=1C=C2CN(C(C2=CC1)=O)N1C(NC(CC1)=O)=O